CN1C2CN(C(C1)C2)C2=CC=CC=1NC=NC12 4-(5-methyl-2,5-diazabicyclo[2.2.1]heptan-2-yl)-1H-benzo[d]imidazole